2-[cyano-(5-fluoro-3-pyridyl)amino]-N-(2,2-dimethylcyclobutyl)-5-methyl-thiazole-4-carboxamide C(#N)N(C=1SC(=C(N1)C(=O)NC1C(CC1)(C)C)C)C=1C=NC=C(C1)F